2-[(7-bromo-1H-indazol-6-yl)carbamoyl]-3-methyl-butyric acid BrC=1C(=CC=C2C=NNC12)NC(=O)C(C(=O)O)C(C)C